17-(3-(2-((tert-butoxycarbonyl)amino)ethoxy)propanoyl)-4,13,21-trioxo-3,7,10,24,27,30-hexaoxa-14,17,20-triazatritriacontan-33-oic acid C(C)(C)(C)OC(=O)NCCOCCC(=O)N(CCNC(CCOCCOCCC(OCC)=O)=O)CCNC(CCOCCOCCOCCC(=O)O)=O